1-(2,6-dichlorophenyl)-4-((6-(5-(trifluoromethyl)-1H-1,2,3-triazol-1-yl)pyridin-3-yl)amino)-1H-pyrazole-3-carboxamide ClC1=C(C(=CC=C1)Cl)N1N=C(C(=C1)NC=1C=NC(=CC1)N1N=NC=C1C(F)(F)F)C(=O)N